N-cyclohexyl-4-(((2R,3R,4R,5S)-3,4,5-trihydroxy-2-methylpiperidin-1-yl)methyl)piperidine-1-carbothioamide C1(CCCCC1)NC(=S)N1CCC(CC1)CN1[C@@H]([C@H]([C@@H]([C@H](C1)O)O)O)C